3-(3-(2,2-Dimethyl-1,3-benzodioxol-5-yl)propylthio)propan-1,2-diyl-bis(norbornen-2-carboxylat) CC1(OC2=C(O1)C=CC(=C2)CCCSCC(CC21C(=CC(CC2)C1)C(=O)[O-])C12C(=CC(CC1)C2)C(=O)[O-])C